ClC1=NC=CC(=C1)[C@H](C)N1C(C=2N([C@@H](C1)C)N=C1C2CN([C@@H](C1)C)C(C1=CC(=C(C=C1)Cl)Cl)=O)=O |o1:7| (3R,7R)-9-((S*)-1-(2-chloropyridin-4-yl)ethyl)-2-(3,4-dichlorobenzoyl)-3,7-dimethyl-1,2,3,4,8,9-hexahydropyrido[4',3':3,4]pyrazolo[1,5-a]pyrazin-10(7H)-one